2-(2-chloropyridin-3-yl)-1-(7-fluoro-5-(2-((4-hydroxylcyclohexyl)amino)pyrimidin-4-yl)indolin-1-yl)ethan-1-one ClC1=NC=CC=C1CC(=O)N1CCC2=CC(=CC(=C12)F)C1=NC(=NC=C1)NC1CCC(CC1)O